C(C)(C)(C)OC(=O)N1CC(CCC1)N1CC(C1)(F)F 3-(3,3-Difluoroazetidin-1-yl)piperidine-1-carboxylic acid tert-butyl ester